1-(3,5-difluoro-6-methoxy-2-pyridinyl)piperidine-4-carboxylic acid FC=1C(=NC(=C(C1)F)OC)N1CCC(CC1)C(=O)O